ClC1=C(C=C(C=C1N1[C@H](CN(CC1)C1CNCC1)C)C#N)NC1=NC=2N(C(=N1)NC1CC1)N=CC2C#N 2-((2-chloro-5-cyano-3-((2S)-2-methyl-4-(pyrrolidin-3-yl)piperazin-1-yl)phenyl)amino)-4-(cyclopropylamino)pyrazolo[1,5-a][1,3,5]triazine-8-carbonitrile